3-(oxiranylmethoxy)-2,2-di[(oxiranylmethoxy)methyl]propanol O1C(C1)COCC(CO)(COCC1OC1)COCC1OC1